tert-butyl (2R,4S)-2-(((S)-1-(benzyloxy)-1-oxopropan-2-yl)carbamoyl)-4-(m-tolyl)pyrrolidine-1-carboxylate C(C1=CC=CC=C1)OC([C@H](C)NC(=O)[C@@H]1N(C[C@@H](C1)C=1C=C(C=CC1)C)C(=O)OC(C)(C)C)=O